C(C1=CC=CC=C1)OC(=O)N1CCN(CC1)S(=O)(=O)C1=CC=C(C=C1)N1C(C[C@H](C1)NC(=O)OC(C)(C)C)=O 4-[4-[(4R)-4-(tert-Butoxycarbonylamino)-2-oxo-pyrrolidin-1-yl]phenyl]sulfonylpiperazine-1-carboxylic acid benzyl ester